CN(CCCCCCCN(C)C)C 1,7-bis(dimethylamino)heptane